1-(2-pyrrolidin-1-yl-ethyl)piperazine N1(CCCC1)CCN1CCNCC1